ClC=1C(=C(C=CC1)NC=1C2=C(N=CN1)C=CC(=N2)N2CC(C2)NC)F N-(3-chloro-2-fluorophenyl)-6-(3-(methylamino)azetidin-1-yl)pyrido[3,2-d]pyrimidin-4-amine